Tetrakistriphenylphosphino-palladium C1(=CC=CC=C1)P(C1=CC=CC=C1)(C1=CC=CC=C1)[Pd](P(C1=CC=CC=C1)(C1=CC=CC=C1)C1=CC=CC=C1)(P(C1=CC=CC=C1)(C1=CC=CC=C1)C1=CC=CC=C1)P(C1=CC=CC=C1)(C1=CC=CC=C1)C1=CC=CC=C1